B(OC1=CC(=CC=C1)C)(OC1=CC(=CC=C1)C)OC1=CC(=CC=C1)C tri(3-methylphenyl) borate